n-eicosylbutylenediamine C(CCCCCCCCCCCCCCCCCCC)NCCCCN